4-(didecylamino)butyl octyl phosphate P(=O)(OCCCCN(CCCCCCCCCC)CCCCCCCCCC)(OCCCCCCCC)[O-]